C1(=CC=C(C=C1)[C@H]1O[C@H]([C@@H]([C@H]([C@@H]1OCC1=CC=CC=C1)OCC1=CC=CC=C1)OCC1=CC=CC=C1)OC)C1=CC=CC=C1 (2R,3R,4S,5R,6R)-2-([1,1'-biphenyl]-4-yl)-3,4,5-tris(benzyloxy)-6-methoxytetrahydro-2H-pyran